3-chloro-5-(((2,5-dimethoxyphenethyl)amino)methyl)benzonitrile ClC=1C=C(C#N)C=C(C1)CNCCC1=C(C=CC(=C1)OC)OC